C(C)OC(C(C)Cl)=O 2-chloropropionic acid ethyl Ester